ONC(=N)C1=NC(=C2N1C=CC=C2)C2=CC=C(C=C2)C(F)(F)F N-hydroxy-1-(4-(trifluoromethyl)phenyl)imidazo[1,5-a]pyridine-3-carboximidamide